N-1-Naphthylbenzamide C1(=CC=CC2=CC=CC=C12)NC(C1=CC=CC=C1)=O